Dioxyselenocysteine C([C@@H](C(=O)O)N)[Se](=O)=O